(±)-trans-4-phenyl-3-(quinolin-5-ylcarbamoyl)pyrrolidine-1-carboxylic acid tert-butyl ester C(C)(C)(C)OC(=O)N1C[C@H]([C@@H](C1)C1=CC=CC=C1)C(NC1=C2C=CC=NC2=CC=C1)=O |r|